BrC=1C=C(C2=C(CCCO2)C1)F 6-bromo-8-fluoro-3,4-dihydro-2H-1-benzopyran